NC1CC(CC1)C(=O)O 1-aminocyclopentane-3-Carboxylic acid